FC1=CC(=C(C=C1)C=1C=C2C(=NC1)NC(N2CC2=C(C#N)C=CC=C2)=O)C 2-[[6-(4-fluoro-2-methyl-phenyl)-2-oxo-3H-imidazo[4,5-b]pyridin-1-yl]methyl]benzonitrile